OC1=NC(=NC2=CC(=C(C=C12)C1CCC(CC1)C(=O)OC)C)C methyl (1R,4R)-4-(4-hydroxy-2,7-dimethylquinazolin-6-yl)cyclohexane-1-carboxylate